C1(CC1)C1=NN2C(N=CC=C2C(=O)NC2CC(C2)(F)F)=C1C(=O)N 2-cyclopropyl-N7-(3,3-difluorocyclobutyl)pyrazolo[1,5-a]pyrimidine-3,7-dicarboxamide